N-((15-methyl-3-(13-methyltetradecanoyloxy)-hexadecanoyl)-glycyl)-serine CC(CCCCCCCCCCCC(CC(=O)NCC(=O)N[C@@H](CO)C(=O)O)OC(CCCCCCCCCCCC(C)C)=O)C